C1(CC1)CCN(C1=C2CN(C(C2=CC=C1)=O)C1C(NC(CC1)=O)=O)C1CCC(CC1)NCC(C(F)(F)F)(F)F 3-(4-((2-cyclopropylethyl)((1s,4s)-4-((2,2,3,3,3-penta-fluoropropyl)amino)cyclohexyl)amino)-1-oxoisoindolin-2-yl)piperidine-2,6-dione